(3-amino-4-bromo-2-fluorophenyl)methanol NC=1C(=C(C=CC1Br)CO)F